2-(3-cyanophenyl)[1,2,4]triazolo[1,5-c]quinazolin C(#N)C=1C=C(C=CC1)C1=NN2C=NC=3C=CC=CC3C2=N1